N-[5-[5-(4-fluoro-1-piperidinyl)-1,3-benzoxazol-2-yl]-8-(methylamino)-2,7-naphthyridin-3-yl]cyclopropanecarboxamide FC1CCN(CC1)C=1C=CC2=C(N=C(O2)C2=C3C=C(N=CC3=C(N=C2)NC)NC(=O)C2CC2)C1